3-[(4-bromo-3,5-difluoro-phenyl)methylene]azetidine-1-carboxylic acid tert-butyl ester C(C)(C)(C)OC(=O)N1CC(C1)=CC1=CC(=C(C(=C1)F)Br)F